CN([C@@H](CSC([2H])([2H])[2H])C(=O)O)C([C@@H](NC(=O)OC(C)(C)C)[C@@H](C)CC)=O methyl-N-((t-butoxycarbonyl)-L-isoleucyl)-S-(methyl-d3)-L-cysteine